tert-butyl (R)-2-(5-((2,4-dimethoxybenzyl)amino)-7-methoxy-[1,2,4]triazolo[1,5-c]quinazolin-2-yl)morpholine-4-carboxylate COC1=C(CNC2=NC=3C(=CC=CC3C=3N2N=C(N3)[C@H]3CN(CCO3)C(=O)OC(C)(C)C)OC)C=CC(=C1)OC